OC(CC(=O)O)(C)C.[K] potassium β-hydroxy-β-methylbutyric acid